3-((4-amino-6-chloro-1H-pyrazolo[3,4-d]pyrimidin-1-yl) methyl)-5-formylphenethyl-4-methylbenzenesulfonate NC1=C2C(=NC(=N1)Cl)N(N=C2)CC=2C=C(CCOS(=O)(=O)C1=CC=C(C=C1)C)C=C(C2)C=O